3-(4-((1r,4r)-4-(((tert-butyldimethylsilyl)oxy)methyl)cyclohexyl)-3-methyl-2-oxo-2,3-dihydro-1H-benzo[d]imidazol-1-yl)piperidine-2,6-dione [Si](C)(C)(C(C)(C)C)OCC1CCC(CC1)C1=CC=CC=2N(C(N(C21)C)=O)C2C(NC(CC2)=O)=O